N-[(2S)-1-(4-{[5-(1H-pyrazol-5-yl)furan-2-yl]sulfonyl}piperazin-1-yl)propan-2-yl]-8-(trifluoromethyl)quinazolin-4-amine N1N=CC=C1C1=CC=C(O1)S(=O)(=O)N1CCN(CC1)C[C@H](C)NC1=NC=NC2=C(C=CC=C12)C(F)(F)F